C(C1=CC=CC=C1)OC(=O)NCCCCC1=CC=C(C=C1)C1=NC=C(C=N1)/C=C/C(=O)OCC ethyl (E)-3-(2-(4-(4-(((benzyloxy)carbonyl)amino)butyl)phenyl) pyrimidin-5-yl)acrylate